CC1OC(CC(C1)O)C Cis-2,6-dimethyltetrahydro-2H-pyran-4-ol